[1-[4-[[(3S)-1-acetyl-pyrrolidin-3-yl]amino]-5-oxido-6,7-dihydro-thieno[3,2-d]pyrimidin-5-ium-2-yl]azetidin-3-yl]thiazole-4-carboxylate C(C)(=O)N1C[C@H](CC1)NC=1C2=C(N=C(N1)N1CC(C1)OC(=O)C=1N=CSC1)CC[S+]2[O-]